(3S)-3-((S)-sec-Butyl)-N5-methyl-2-oxo-1,2,3,5-tetrahydro-4H-benzo[e][1,4]diazepine-4,5-dicarboxamide [C@H](C)(CC)[C@@H]1N(C(C2=C(NC1=O)C=CC=C2)C(=O)NC)C(=O)N